BrC=1C=C(C(=NC1)N)OCC=1C=NC=CC1 5-bromo-3-[(pyridin-3-yl)methoxy]pyridin-2-amine